C1(CC1)OC1=C(SC=C1)CNCC[C@]1(CCOC2(CCCC2)C1)C1=NC=CC=C1 (R)-N-((3-Cyclopropoxythiophen-2-yl)methyl)-2-(9-(pyridin-2-yl)-6-oxaspiro[4.5]decan-9-yl)ethanamine